FC1=C(C=CC=C1)[C@@H]1CC[C@H]2OC3(C(N21)=O)CCN(CC3)C3=CC=NC=2N3N=CC2F (5'S,7a'R)-5'-(2-fluorophenyl)-1-(3-fluoropyrazolo[1,5-a]pyrimidin-7-yl)tetrahydro-3'H-spiro[piperidine-4,2'-pyrrolo[2,1-b]oxazol]-3'-one